5-((2,6-di-tert-butyl-4-methylphenoxy)methyl)-1-methyl-2-nitro-1H-imidazole C(C)(C)(C)C1=C(OCC2=CN=C(N2C)[N+](=O)[O-])C(=CC(=C1)C)C(C)(C)C